F[C@H]1CN(C(C=2N(C1)N=C1C2CN[C@@H](C1)C)=O)C (3R,8S)-8-fluoro-3,10-dimethyl-1,2,3,4,7,8,9,10-octahydro-11H-pyrido[4',3':3,4]Pyrazolo[1,5-a][1,4]Diazepin-11-one